1-{6,12-dibromo-13-methyl-9-oxa-2,4-diazatricyclo[8.4.0.0^{3,8}]tetradeca-1(10),3(8),4,6,11,13-hexaen-2-yl}-3-{3-oxa-7-azabicyclo[3.3.1]nonan-7-yl}propan-2-ol BrC=1C=NC=2N(C=3C=C(C(=CC3OC2C1)Br)C)CC(CN1CC2COCC(C1)C2)O